6-benzyloxy-5-(4-methylpiperazin-1-yl)pyridin-3-amine C(C1=CC=CC=C1)OC1=C(C=C(C=N1)N)N1CCN(CC1)C